methyl 5-[3-[(4-methoxyphenyl)methyl]-4-oxo-5,6,7,8-tetrahydrophthalazin-1-yl]pentanoate COC1=CC=C(C=C1)CN1N=C(C=2CCCCC2C1=O)CCCCC(=O)OC